N-(1,2-Dimethylpiperidin-4-yl)-N-methyl-5-[5-(1H-pyrazol-4-yl)pyridin-2-yl][1,3]thiazolo[5,4-d][1,3]thiazol-2-amin Hydrochlorid Cl.CN1C(CC(CC1)N(C=1SC=2N=C(SC2N1)C1=NC=C(C=C1)C=1C=NNC1)C)C